2,6-diazaspiro[3.4]octan-7-one mesylate S(C)(=O)(=O)O.C1NCC12CNC(C2)=O